ClC1=C(C(=CC(C1(C)CC)N)N)CC 5-chloro-4,6-diethyl-6-methyl-1,3-benzendiamin